Cl.ClC1=C(C(=O)NCC(F)F)C=CC(=C1)NC1CN(C1)C1CCNCC1 2-chloro-N-(2,2-difluoroethyl)-4-(1-(piperidin-4-yl)azetidin-3-ylamino)benzamide hydrochloride